CC1(CCN(CC1)C=1C=CC2=C(SC(=C2)C(=O)O)C1)C 6-(4,4-Dimethylpiperidin-1-yl)benzo[b]thiophene-2-carboxylic acid